phenyl-titanium (iv) triisobutoxide CC(C)C[O-].CC(C)C[O-].CC(C)C[O-].C1(=CC=CC=C1)[Ti+3]